[N].[Mg] magnesium Nitrogen